2-cyclopentyl-5,5-dimethyl-4-oxo-hept-6-enoic acid ethyl ester C(C)OC(C(CC(C(C=C)(C)C)=O)C1CCCC1)=O